C(CCCCC)NCCCN N-Hexyl-1,3-propandiamin